FC1=C(C(=CC=C1)I)[N+](=O)[O-] 1-fluoro-3-iodo-2-nitrobenzene